(S)-7-((7-(5-fluoro-2-(((3S,4R)-3-hydroxytetrahydro-2H-pyran-4-yl)amino)pyrimidin-4-yl)-1-isopropyl-4-oxo-1,4-dihydroquinolin-2-yl)methyl)-2,7-diazaspiro[4.5]decan-1-one FC=1C(=NC(=NC1)N[C@H]1[C@@H](COCC1)O)C1=CC=C2C(C=C(N(C2=C1)C(C)C)CN1C[C@@]2(CCNC2=O)CCC1)=O